OC1N(C=CC=C1)C(=O)OC(C)(C)C tert-butyl hydroxypyridine-1(2H)-carboxylate